NC1=CC=C(C=C1)N1CCC(CC1)C(C(=O)[O-])(F)F 2-[1-(4-aminophenyl)-4-piperidyl]-2,2-difluoro-acetate